N-[2-(3-{[4-(benzyloxy)-2-methylphenyl]amino}phenoxy)ethyl]carbamic acid tert-butyl ester C(C)(C)(C)OC(NCCOC1=CC(=CC=C1)NC1=C(C=C(C=C1)OCC1=CC=CC=C1)C)=O